CC=1C=C2C(C=C(OC2=C(C1)C(C)NC1=C(C(=O)O)C=CC=C1)N1CC2(CCN2C2=CC=CC=C2)C1)=O 2-[1-[6-Methyl-4-oxo-2-(1-phenyl-1,6-diazaspiro[3.3]heptan-6-yl)chromen-8-yl]ethylamino]benzoic acid